ClC1=CC=C(OCC2=C(C=C(C=C2)NC(CC2=C(C=CC=C2)Cl)=O)S(N)(=O)=O)C=C1 N-(4-((4-chlorophenoxy)methyl)-3-sulfamoylphenyl)-2-(2-chlorophenyl)acetamide